The molecule is an amino tetrasaccharide comprising an alpha-N-acetylneuraminyl residue (2->3)-linked to a beta-D-galactopyranosyl residue which is itself linked at position 4 to a beta-D-galactopyranosyl-(1->3)-2-(acetylamino)-2-deoxy-beta-D-galactopyranosyl group. It is a galactosamine oligosaccharide and an amino tetrasaccharide. CC(=O)N[C@@H]1[C@H](C[C@@](O[C@H]1[C@@H]([C@@H](CO)O)O)(C(=O)O)O[C@@H]2[C@H]([C@@H](O[C@@H]([C@@H]2O[C@H]3[C@@H]([C@H]([C@H]([C@H](O3)CO)O)O[C@H]4[C@@H]([C@H]([C@H]([C@H](O4)CO)O)O)O)NC(=O)C)CO)O)O)O